2-(3',4',6'-tris(10-methylphenazin-5(10H)-yl)-5'-phenyl-[1,1':2',1''-terphenyl]-4-yl)benzo[d]oxazole CN1C2=CC=CC=C2N(C=2C=CC=CC12)C1=C(C(=C(C(=C1N1C=2C=CC=CC2N(C2=CC=CC=C12)C)C1=CC=CC=C1)N1C=2C=CC=CC2N(C2=CC=CC=C12)C)C1=CC=C(C=C1)C=1OC2=C(N1)C=CC=C2)C2=CC=CC=C2